P(OCCCCCCCCCCCCCCCCCC)([O-])([O-])=O Phosphoric acid, octadecyl ester